acetic acid (E,Z)-7,9-dodecadien-1-yl ester C(CCCCC\C=C\C=C/CC)OC(C)=O